BrC=1C=C2C(=NC(=NN2C1C)Cl)NCC=1SC=CC1 6-bromo-2-chloro-7-methyl-N-(thiophen-2-ylmethyl)pyrrolo[2,1-f][1,2,4]triazin-4-amine